N-(4-(4-amino-5-(3-fluoro-4-((1-methyl-1H-pyrazol-3-yl)oxy)phenyl)pyrazolo[5,1-f][1,2,4]triazin-6-yl)phenyl)-2-fluoroacrylamide NC1=NC=NN2C1=C(C(=N2)C2=CC=C(C=C2)NC(C(=C)F)=O)C2=CC(=C(C=C2)OC2=NN(C=C2)C)F